methyl-chromane-3-carboxamide CC1OC2=CC=CC=C2CC1C(=O)N